N-(5-methoxy-2-oxocyclohexyl)-1-(methylamino)-2,7-naphthyridine-4-carboxamide COC1CCC(C(C1)NC(=O)C1=CN=C(C2=CN=CC=C12)NC)=O